BrC=1C(=C2C(N(C(C2=CC1)=O)CC1=CC=C(C=C1)OC)(O)C1=C(C=CC(=C1)F)Cl)[N+](=O)[O-] 5-bromo-3-(2-chloro-5-fluorophenyl)-3-hydroxyl-2-(4-methoxybenzyl)-4-nitroisoindol-1-one